(S)-N-(6-methoxy-2-methyl-2H-pyrazolo[3,4-b]pyridin-5-yl)-6-methyl-4-(3-methylpiperazin-1-yl)-2,3-dihydro-1H-pyrrolo[2,3-b]pyridine-1-carboxamide 2,2,2-trifluoroacetate FC(C(=O)O)(F)F.COC=1C(=CC=2C(N1)=NN(C2)C)NC(=O)N2CCC=1C2=NC(=CC1N1C[C@@H](NCC1)C)C